C(=CC)S propene-thiol